phenylbis-(2,4,6-trimethylbenzoyl)phosphine oxide C1(=CC=CC=C1)P(C(C1=C(C=C(C=C1C)C)C)=O)(C(C1=C(C=C(C=C1C)C)C)=O)=O